N-(4-fluoro-3-methylphenyl)-1,2,4-trimethyl-5-(2-oxo-2-((1-(trifluoromethyl)cyclopropyl)amino)acetyl)-1H-pyrrole-3-carboxamide FC1=C(C=C(C=C1)NC(=O)C1=C(N(C(=C1C)C(C(NC1(CC1)C(F)(F)F)=O)=O)C)C)C